COC1=CC=C(C=C1)C(CC#N)CC#N 3-(4-methoxy-phenyl)-glutaronitrile